(S)-4,4-dimethyl-1-(N-Methylmethanesulphonylamino)-1-oxopent-2-ylcarbamic acid tert-butyl ester C(C)(C)(C)OC(N[C@H](C(=O)NS(=O)(=O)CC)CC(C)(C)C)=O